BrC1=CC=CC=2C=C(SC21)CO (7-bromobenzothien-2-yl)methanol